N-benzyl-isobutyramide tert-butyl-1-{1-[(tert-butoxy)carbonyl]-1H-1,2,3-benzotriazol-5-yl}-3-methyl-2,4-dioxo-1,3,8-triazaspiro[4.5]decane-8-carboxylate C(C)(C)(C)OC(=O)N1CCC2(C(N(C(N2C2=CC3=C(N(N=N3)C(=O)OC(C)(C)C)C=C2)=O)C)=O)CC1.C(C1=CC=CC=C1)NC(C(C)C)=O